COC1=CC=C(C=C1)/C=C/C(=O)OC1=CC=C(C=C1)OC 4-methoxyphenyl (E)-3-(4-methoxyphenyl)acrylate